2-(3-cyanobicyclo[1.1.1]pent-1-yl)-7-methoxy-N-(6-methoxypyridin-2-yl)imidazo[1,2-a]pyridine-6-carboxamide C(#N)C12CC(C1)(C2)C=2N=C1N(C=C(C(=C1)OC)C(=O)NC1=NC(=CC=C1)OC)C2